C(C)(C)(C)OC(C=COC1=C(C=CC=C1)C1CCC(CC1)OCC1N(CCC12NCCOC2)C(=O)[O-])=O 1-({[(1s,4s)-4-(2-{[3-(tert-butoxy)-3-oxoprop-1-en-1-yl]oxy}phenyl)cyclohexyl]oxy}methyl)-9-oxa-2,6-diazaspiro[4.5]decane-2-carboxylate